(R)-N-(7-(4-Fluorobenzoyl)-8-methyl-3-(3-methyl-1,2,4-thiadiazol-5-yl)-5,6,7,8-Tetrahydroimidazo-[1,5-a]pyrazin-1-yl)-2-(methylamino)acetamide FC1=CC=C(C(=O)N2[C@@H](C=3N(CC2)C(=NC3NC(CNC)=O)C3=NC(=NS3)C)C)C=C1